C(CCCC)[Si](OCCOCC)(OCCOCC)CCCCC di-n-pentyl-bis-(2-ethoxyethoxy)silane